1-[2-(Azetidin-1-yl)ethyl]-6-(3,5-dimethylphenyl)-3H-imidazo[4,5-b]pyridin N1(CCC1)CCN1CNC2=NC=C(C=C21)C2=CC(=CC(=C2)C)C